C(C)OC(=O)C=1N=NN(C1C(F)F)CC 5-(difluoromethyl)-1-ethyl-1H-1,2,3-triazole-4-carboxylic acid ethyl ester